1-acetyl-N-(2-methoxyphenyl)-2-vinylcyclopropane-1-carboxamide C(C)(=O)C1(C(C1)C=C)C(=O)NC1=C(C=CC=C1)OC